NC(C(=O)O)CC=1C(=NOC1C)O alpha-amino-3-hydroxyl-5-methyl-4-isoxazolepropionic acid